3-(4-(dimethylamino) phenyl)-2-fluoroallylphosphonate CN(C1=CC=C(C=C1)C=C(CP([O-])([O-])=O)F)C